2-{4-[4-(tert-butoxycarbonyl-methyl-amino)-phenyl]-buta-1,3-dienyl}-benzothiazole C(C)(C)(C)OC(=O)N(C1=CC=C(C=C1)C=CC=CC=1SC2=C(N1)C=CC=C2)C